4-(Cyclopropanesulfonamido)-N-(2-(3,3-difluoroazetidin-1-yl)-6-methylpyrimidin-4-yl)-2-(6-azaspiro[2.5]octan-6-yl)benzamide C1(CC1)S(=O)(=O)NC1=CC(=C(C(=O)NC2=NC(=NC(=C2)C)N2CC(C2)(F)F)C=C1)N1CCC2(CC2)CC1